1H-pyrrol-1-carboxylate N1(C=CC=C1)C(=O)[O-]